C(C)(C)(C)OC(=O)NC=1SC2=C(N1)C(=CC=C2F)C2=C(C=C1C(=NC(=NC1=C2F)OC[C@H]2N(CCC2)C)N2CCN(CC2)C(=O)OC(C)(C)C)C=C tert-butyl 4-(7-(2-((tert-butoxycarbonyl)amino)-7-fluorobenzo[d]thiazol-4-yl)-8-fluoro-2-(((S)-1-methylpyrrolidin-2-yl)methoxy)-6-vinylquinazolin-4-yl)piperazine-1-carboxylate